C(N)(=O)C1=C(C=C(COC2=CC=3C4=C(NC3C=C2)C(CC4)CC(=O)O)C=C1)C(F)(F)F 2-(7-(4-carbamoyl-3-(trifluoromethyl)benzyloxy)-1,2,3,4-tetrahydrocyclopenta[b]indol-3-yl)acetic acid